(R)-2-ethyl-2,3,4,5-tetrahydro-[1,4]oxazepino[6,7-g]quinoline dihydrochloride Cl.Cl.C(C)[C@H]1OC2=C(C=C3C=CC=NC3=C2)CNC1